(E)-1-((1-(((4-((2-(aminomethyl)-3-fluoroallyl)oxy)phenyl)sulfonyl)methyl)cyclopropyl)methyl)piperidin-2-one NC/C(/COC1=CC=C(C=C1)S(=O)(=O)CC1(CC1)CN1C(CCCC1)=O)=C\F